C1(CC1)C=1C=C(OC=2C=NC=3N(C2C(=O)OC)N=CC3C)C=CC1 methyl 6-(3-cyclopropylphenoxy)-3-methyl-pyrazolo[1,5-a]pyrimidine-7-carboxylate